C1(CCC1)S(=O)(=O)C=1C=C(OC[C@H](CN[C@H]2COC3(C2)CCN(CC3)S(=O)(=O)C=3C=NC2=CC=CC=C2C3)O)C=CC1 (S)-1-(3-(cyclobutylsulfonyl)phenoxy)-3-((R)-8-(quinolin-3-ylsulfonyl)-1-oxa-8-azaspiro[4.5]decan-3-ylamino)propan-2-ol